N1=C(N=CC=C1)NCCCC1CC(C1)C(=O)OC (1S*,3R*)-Methyl 3-(3-(pyrimidin-2-ylamino)propyl)cyclobutanecarboxylate